FC1=C(C(=C(C(=C1C1=C2C=CC(C(=C3C=CC(=C(C=4C=CC(=C(C5=CC=C1N5)C5=C(C(=C(C(=C5F)F)F)F)F)N4)C4=C(C(=C(C(=C4F)F)F)F)F)N3)C3=C(C(=C(C(=C3F)F)F)F)F)=N2)F)F)F)F.[Pt] Platinum tetra(pentafluorophenyl)porphine